6-(2,6-dichlorophenyl)-2-((3-chloro-5-methoxy-4-(4-methylpiperazin-1-yl)phenyl)amino)-8,9-dihydroimidazo[1,2-a]pyrimido[5,4-e]pyrimidin-5(6H)-one ClC1=C(C(=CC=C1)Cl)N1C=2N(C3=C(C1=O)C=NC(=N3)NC3=CC(=C(C(=C3)OC)N3CCN(CC3)C)Cl)CCN2